1H-pyrrolo[2,3-c]pyridine-2-carboxylate N1C(=CC=2C1=CN=CC2)C(=O)[O-]